5-azaspiro[2.4]heptane-6-carboxylate C1CC12CNC(C2)C(=O)[O-]